ClC1=NC(=C2C(=N1)N(N=C2)[C@H]2[C@@H]([C@@]([C@H](O2)CO)(O)CC)O)N2C[C@@H]1[C@H](C2)CCC1 (2R,3S,4R,5R)-5-(6-chloro-4-((3aR,6aS)-hexahydrocyclopenta[c]pyrrol-2(1H)-yl)-1H-pyrazolo[3,4-d]pyrimidin-1-yl)-3-ethyl-2-(hydroxymethyl)tetrahydrofuran-3,4-diol